1-((R)-3,3-difluoro-4-((6-fluoro-5-(1-((S)-1-fluoropropan-2-yl)-1H-benzo[d][1,2,3]triazol-6-yl)-4-methoxypyrrolo[2,1-f][1,2,4]triazin-2-yl)amino)piperidin-1-yl)ethan-1-one FC1(CN(CC[C@H]1NC1=NN2C(C(=N1)OC)=C(C(=C2)F)C=2C=CC1=C(N(N=N1)[C@H](CF)C)C2)C(C)=O)F